C(C1=CC=CC=C1)N1CCC2(C1=O)CCC1(OCCO1)CC2 3-benzyl-9,12-dioxa-3-azadispiro[4.2.48.25]tetradecan-4-one